3-bromo-2-(4-fluoro-3,5-dimethylphenoxy)-4-methyl-6,7-dihydropyrazolo[1,5-a]pyrazine BrC=1C(=NN2C1C(=NCC2)C)OC2=CC(=C(C(=C2)C)F)C